Mono(methoxymethanol) 1,2-cyclohexanedicarboxylate C1(C(CCCC1)C(=O)O)C(=O)O.COCO